(R)-1-Butyl-5-(diaminomethylene)-3-(2-(3-hydroxypyrrolidin-1-yl)spiro[3.5]nonan-7-yl)pyrimidine-2,4,6(1H,3H,5H)-trione C(CCC)N1C(N(C(C(C1=O)=C(N)N)=O)C1CCC2(CC(C2)N2C[C@@H](CC2)O)CC1)=O